2-[2-fluoro-5-(trifluoromethoxy)phenyl]-1H-pyrrolo[3,2-c]pyridine FC1=C(C=C(C=C1)OC(F)(F)F)C1=CC=2C=NC=CC2N1